C(CC=CCC=CC=CCCC)(=O)O 3,6,8-dodecatrienoic acid